CS(=O)(=O)OCC ethyl methansulphonate